(2S,3R)-3-(((S)-ethylsulfinyl)methyl)-2-methylazepine C(C)[S@](=O)CC1=C(NC=CC=C1)C